1-(2-bromopyridin-4-yl)ethan-1-ol BrC1=NC=CC(=C1)C(C)O